2-methyl-4-(2,2,2-trifluoro-1,1-dimethyl-ethyl)phenol CC1=C(C=CC(=C1)C(C(F)(F)F)(C)C)O